C[N+]1(C(CCCC1)C(C)C)C N,N-dimethyl-2-isopropyl-piperidinium